2-(2-aminoethyl)-5-chloro-N-[(3-fluoropyridin-2-yl)methyl]-1,3-Thiazole-4-carboxamide dihydrochloride Cl.Cl.NCCC=1SC(=C(N1)C(=O)NCC1=NC=CC=C1F)Cl